(R)-1-(2-chlorophenyl)-2-(2H-tetrazol-2-yl)ethyl-1,2,2-d3 carbamate C(N)(O[C@](C([2H])([2H])N1N=CN=N1)([2H])C1=C(C=CC=C1)Cl)=O